5-{(3R)-1-[1-(1H-imidazol-2-yl)propyl]-5',6'-dihydrospiro[pyrrolidine-3,4'-pyrrolo[1,2-b]pyrazol]-2'-yl}-3-(trifluoromethoxy)pyridin-2-amine N1C(=NC=C1)C(CC)N1C[C@]2(CCN3N=C(C=C32)C=3C=C(C(=NC3)N)OC(F)(F)F)CC1